1,3,5-tris(1-phenyl-1H-benzo[d]imidazol-2-yl)benzene tert-butyl-N-[(4-bromo-2-pyridyl)methyl]-N-(2-methoxyethyl)carbamate C(C)(C)(C)OC(N(CCOC)CC1=NC=CC(=C1)Br)=O.C1(=CC=CC=C1)N1C(=NC2=C1C=CC=C2)C2=CC(=CC(=C2)C2=NC1=C(N2C2=CC=CC=C2)C=CC=C1)C1=NC2=C(N1C1=CC=CC=C1)C=CC=C2